FC1=CN=C2N1N=C(C=C2C2=CNC1=CC=CC=C21)N[C@H]2CNCCC2 (R)-3-fluoro-8-(1H-indol-3-yl)-N-(piperidin-3-yl)imidazo[1,2-b]pyridazin-6-amine